FC1=C(CSC2=NN=C3N2C(=CC(N3)=O)C)C=CC=C1 3-[(2-fluorobenzyl)sulfanyl]-5-methyl[1,2,4]triazolo[4,3-a]pyrimidin-7(8H)-one